CN1CCN(CC1)C(=O)O[C@@H]1CC[C@H](CC1)C(N(C[C@@H]1CC[C@H](CC1)C1=CC(=C(C=C1)OC)C)C1=CC(=CC=C1)C=1C=NN(C1)C1CC1)=O trans-4-((3-(1-Cyclopropyl-1H-pyrazol-4-yl)phenyl)((trans-4-(4-methoxy-3-methylphenyl)cyclohexyl)methyl)carbamoyl)cyclohexyl 4-methylpiperazine-1-carboxylate